1,16-bis(benzyloxy)hexadecan-6-one C(C1=CC=CC=C1)OCCCCCC(CCCCCCCCCCOCC1=CC=CC=C1)=O